N-n-propyl-propyl-n-butylamine C(CC)N(CCCC)CCC